isocyanatoethylcyclohexane isocyanate [N-]=C=O.N(=C=O)CCC1CCCCC1